[(4S)-1-[1-[3-[[(4S)-chroman-4-yl]carbamoyl]phenyl]ethyl]-4-isopropyl-4-methyl-6-oxo-hexahydropyrimidin-2-ylidene]ammonium O1CC[C@@H](C2=CC=CC=C12)NC(=O)C=1C=C(C=CC1)C(C)N1C(N[C@](CC1=O)(C)C(C)C)=[NH2+]